CN1C(OC2(C1)CCN(CC2)C(=O)OC(C)(C)C)=O tert-butyl 3-methyl-2-oxo-1-oxa-3,8-diazaspiro[4.5]decane-8-carboxylate